tert-butyliminobis(diethylamino)cyclopentadienyl-niobium C(C)(C)(C)N=[Nb](C1C=CC=C1)(N(CC)CC)N(CC)CC